(3-(4-methylpiperazin-1-yl)propoxy)quinazoline CN1CCN(CC1)CCCOC1=NC2=CC=CC=C2C=N1